C(C)(=O)OCC(=O)N[C@@H]1CC[C@H](CC1)C(N(C[C@@H]1CC[C@H](CC1)C1=CC(=C(C=C1)OC)C)C1=CC(=CC=C1)C1=CN=C(S1)C1CC1)=O 2-((trans-4-((3-(2-Cyclopropylthiazol-5-yl)phenyl)((trans-4-(4-methoxy-3-methylphenyl)cyclohexyl)methyl)carbamoyl)-cyclohexyl)amino)-2-oxoethyl acetate